(S)-N-(3-((4-(4-aminopyrimidin-2-yl)-1-methyl-1H-pyrazol-5-yl)oxy)butyl)-6'-chloro-5-(difluoromethoxy)-[2,3'-bipyridin]-4'-amine NC1=NC(=NC=C1)C=1C=NN(C1O[C@H](CCNC1=C(C=NC(=C1)Cl)C1=NC=C(C=C1)OC(F)F)C)C